methyl (3S)-3-{[(2S,4R)-1-[(2R)-2-{[(tert-butoxy)carbonyl]amino}-3,3-dimethylbutanoyl]-4-hydroxypyrrolidin-2-yl]formamido}-3-[4-(4-methyl-1,3-thiazol-5-yl)phenyl]propanoate C(C)(C)(C)OC(=O)N[C@@H](C(=O)N1[C@@H](C[C@H](C1)O)C(=O)N[C@@H](CC(=O)OC)C1=CC=C(C=C1)C1=C(N=CS1)C)C(C)(C)C